CCC(CC)NC(=O)C1=NNC(=C1)C=1C=C(C=CC1)C=1OC(=CN1)C(=O)N[C@@H](CC(C)C)C(=O)NCC(=O)OC(C)(C)C tert-butyl (2-(3-(3-(pentan-3-ylcarbamoyl)-1H-pyrazol-5-yl)phenyl)oxazole-5-carbonyl)-L-leucylglycinate